rac-tert-Butyl (3R,4R)-4-((((benzyloxy)carbonyl)amino)methyl)-3-hydroxypiperidine-1-carboxylate C(C1=CC=CC=C1)OC(=O)NC[C@@H]1[C@H](CN(CC1)C(=O)OC(C)(C)C)O |r|